FC(C=1N=C(OC1C(=O)N1[C@@H](C2=C(CC1)NC=N2)C=2OC1=C(N2)C=C(C=C1)C(F)(F)F)C(C)(C)O)F (S)-(4-(difluoromethyl)-2-(2-hydroxypropan-2-yl)oxazol-5-yl)(4-(5-(trifluoromethyl)benzo[d]oxazol-2-yl)-6,7-dihydro-1H-imidazo[4,5-c]pyridin-5(4H)-yl)methanone